3-bromo-6-phenyldibenzo[b,d]furan BrC=1C=CC2=C(OC3=C2C=CC=C3C3=CC=CC=C3)C1